N-[1-(Hydroxymethyl)undecyl]-3,4-dimethoxybenzeneacetamide OCC(CCCCCCCCCC)NC(CC1=CC(=C(C=C1)OC)OC)=O